4-(4-(tert-butyl)piperazin-1-yl)-2-(difluoromethoxy)aniline C(C)(C)(C)N1CCN(CC1)C1=CC(=C(N)C=C1)OC(F)F